5-{3-[3-Bromo-5-methylsulfanyl-2-(3-pyridin-3-yl-propoxy)-benzylamino]-propylamino}-4H-thieno[3,2-b]pyridine-7-one BrC=1C(=C(CNCCCNC2=CC(C3=C(N2)C=CS3)=O)C=C(C1)SC)OCCCC=1C=NC=CC1